C(CCNC(C1=CC(=C(C=C1)O)O)=O)NC(C1=CC(=C(C=C1)O)O)=O N,N'-(propane-1,3-diyl)bis(3,4-dihydroxybenzamide)